5-(2-isocyanatoethyl)-2-isocyanatomethyl-3-(3-isocyanatopropyl)-bicyclo(2.2.1)Heptane N(=C=O)CCC1C2C(C(C(C1)C2)CN=C=O)CCCN=C=O